5,6-dimethyl-4,5,6,7-tetrahydro-1H-benzo[1,2,3]triazole CC1CC2=C(NN=N2)CC1C